[Br-].C(C)[N+]1=CN(C=C1)C=C 3-ethyl-1-vinyl-1H-imidazole-3-ium bromide